ClC=1C(=NC=C(C1)C(F)(F)F)C=1OC(C2=C(N1)C(=CC=C2)C)=O (3-chloro-5-(trifluoromethyl)pyridin-2-yl)-8-methyl-4H-benzo[d][1,3]oxazin-4-one